(1-Cyclopropylethyl)-2-methylisoindol-4-ol C1(CC1)C(C)C=1N(C=C2C(=CC=CC12)O)C